5-amino-1-tert-butylpyrazole-4-carboxylic acid NC1=C(C=NN1C(C)(C)C)C(=O)O